S(=O)(=O)(O)OC(CO)(C1=CC=CC=C1)O dihydroxyphenylethanol O-sulphate